(R)-5-(5-((2-(3-((2-(2-fluoroethoxy)ethoxy)methyl)-4-(1,3,5-triazin-2-yl)piperazin-1-yl)pyrimidin-5-yl)ethynyl)pyridin-2-yl)oxazole FCCOCCOC[C@H]1CN(CCN1C1=NC=NC=N1)C1=NC=C(C=N1)C#CC=1C=CC(=NC1)C1=CN=CO1